3-[[4-hydroxy-1-[(3R,4R)-1-[[2-(6-methoxy-3-pyridinyl)thiazol-5-yl]methyl]-3-phenyl-piperidine-4-carbonyl]-4-piperidinyl]methyl]-7-phenyl-thieno[3,4-d]pyrimidin-4-one OC1(CCN(CC1)C(=O)[C@H]1[C@@H](CN(CC1)CC1=CN=C(S1)C=1C=NC(=CC1)OC)C1=CC=CC=C1)CN1C=NC=2C(C1=O)=CSC2C2=CC=CC=C2